2-(perfluorooctyl)ethyl iodide FC(C(C(C(C(C(C(C(F)(F)F)(F)F)(F)F)(F)F)(F)F)(F)F)(F)F)(CCI)F